tert-butyl 4-(N-(2-fluoro-4-(methoxycarbonyl)benzyl)-N-phenylsulfamoyl)piperidine-1-carboxylate FC1=C(CN(S(=O)(=O)C2CCN(CC2)C(=O)OC(C)(C)C)C2=CC=CC=C2)C=CC(=C1)C(=O)OC